1-((2S,3S)-2-((benzyloxy)methyl)tetrahydrofuran-3-yl)-5-(tert-butyl)-3-isothiocyanato-1H-pyrazole C(C1=CC=CC=C1)OC[C@H]1OCC[C@@H]1N1N=C(C=C1C(C)(C)C)N=C=S